NC1=C(C=CC(=C1)C(=O)OC)N1CCN(CC1)C(=O)OC(C)(C)C tert-butyl 4-(2-amino-4-(methoxycarbonyl)phenyl)piperazine-1-carboxylate